C=1N=CN2C1C1=CC=CC=C1[C@H]2C2CCN(CC2)S(=O)(=O)N 4-((R)-5H-imidazo[5,1-a]isoindol-5-yl)piperidin-1-sulfonamid